6-(2,3,6,7-tetrahydro-1H-azepin-4-yl)pyrido[3,2-d]pyrimidin-4-amine hydrochloride Cl.N1CCC(=CCC1)C=1C=CC=2N=CN=C(C2N1)N